C(#N)C1=CC=C(C=N1)C1=NC(=NO1)C1=NN(C(C=C1)=O)CC(=O)NCC 2-(3-(5-(6-cyanopyridin-3-yl)-1,2,4-oxadiazol-3-yl)-6-oxopyridazin-1(6H)-yl)-N-ethylacetamide